P(O)(=O)(OP(=O)(O)OP(=O)(O)O)OC[C@@H]1[C@H]([C@H]([C@@H](O1)C1=CN(C(=O)NC1=O)CC1=CC=CC=C1)O)O 1-benzyl-pseudouridine triphosphate